C(=O)C1=C(C=C(C=C1)S(=O)(=O)N(CC1=CC=C(C=C1)OC)CC1=CC=C(C=C1)OC)C(F)(F)F 4-formyl-N,N-bis(4-methoxybenzyl)-3-(trifluoromethyl)benzenesulfonamide